[Cl-].CN1CN(C=C1)C 1,3-dimethylimidazole chloride